Cl.OC=1C=C(C=CC1C1=CN=C(N=N1)N1CC2(C1)CCN(CC2)C)C2=CC(N(C=C2)C)=O 4-{3-hydroxy-4-[3-(7-methyl-2,7-diazaspiro[3.5]non-2-yl)-1,2,4-triazin-6-yl]phenyl}-1-methylpyridin-2(1H)-one hydrochloride